5,15-bis(3,5-dicarboxyphenyl)porphyrin C(=O)(O)C=1C=C(C=C(C1)C(=O)O)C=1C2=CC=C(N2)C=C2C=CC(C(=C3C=CC(=CC=4C=CC1N4)N3)C3=CC(=CC(=C3)C(=O)O)C(=O)O)=N2